NC1=C(C=C(C=N1)C=1C=C2N(N1)CC[C@]21CN(CC1)C(=O)NC(C)C)O[C@H](C)C1=NC=CC=C1F (3R)-2'-{6-amino-5-[(1R)-1-(3-fluoropyridin-2-yl)ethoxy]pyridin-3-yl}-N-(propan-2-yl)-5',6'-dihydrospiro[pyrrolidine-3,4'-pyrrolo[1,2-b]pyrazole]-1-carboxamide